FC=1C=C(C=CC1OC1=NC(=CC=C1)C)C1=C2N(C=3N=CN=C(C31)NC(C)=O)CCN2 N-(5-(3-fluoro-4-((6-methylpyridin-2-yl)oxy)phenyl)-7,8-dihydro-6H-imidazo[1',2':1,5]pyrrolo[2,3-d]pyrimidine-4-yl)acetamide